4-({3-Methoxy-4-[5-(methoxymethyl)-1,2,4-oxadiazol-3-yl]pyridin-2-yl}amino)-N-(2H3)methyl-6-(3-methylbutanamido)pyridazin-3-carboxamid COC=1C(=NC=CC1C1=NOC(=N1)COC)NC1=C(N=NC(=C1)NC(CC(C)C)=O)C(=O)NC([2H])([2H])[2H]